2'-({1-[3-(methylamino)azetidin-1-ylsulfonyl]piperidin-4-yl}amino)-7'-(2-methylcyclopentyl)spiro[cyclopropane-1,5'-pyrrolo[2,3-d]pyrimidin]-6'-one CNC1CN(C1)S(=O)(=O)N1CCC(CC1)NC=1N=CC2=C(N1)N(C(C21CC1)=O)C1C(CCC1)C